C(C)N(C(=O)C1=CC=2N=C(N=C(C2O1)N1CCOCC1)N1N=C(C=C1)C=1C=C(C=CC1)C)C N-ethyl-N-methyl-4-morpholino-2-(3-(m-tolyl)-1H-pyrazol-1-yl)furo[3,2-d]pyrimidine-6-carboxamide